BrC=1C(=NC=C(C1C)[N+](=O)[O-])Cl 3-Bromo-2-chloro-4-methyl-5-nitropyridine